CN[C@@H]1CCCC[C@H]1NC Trans-(1r,2r)-N,N'-bismethyl-1,2-cyclohexanediamine